6-(5-hydroxy-7-(3-methoxypropoxy)-2,2-dimethyl-2,3-dihydrobenzofuran-4-yl)-4-oxo-1,4-dihydropyridine-3-carboxylic acid ethyl ester C(C)OC(=O)C1=CNC(=CC1=O)C1=C(C=C(C2=C1CC(O2)(C)C)OCCCOC)O